3-((S)-2-((4-(dimethylamino)phenyl)sulphonamido)-3,3-dimethylbutyryl)-6,6-dimethyl-3-azabicyclo[3.1.0]hexane-2-carboxamide CN(C1=CC=C(C=C1)S(=O)(=O)N[C@H](C(=O)N1C(C2C(C2C1)(C)C)C(=O)N)C(C)(C)C)C